N1C(NCC1)=O 2-imidazolidinon